(S)-2-(5-(2-(dimethylamino)ethyl)-3-methyl-2,4-dioxo-3,4-dihydropyrimidin-1(2H)-yl)-4-methylpentanoic acid methyl ester COC([C@H](CC(C)C)N1C(N(C(C(=C1)CCN(C)C)=O)C)=O)=O